[Cl-].[Cl-].[Cl-].C1(C=CC2=CC=CC=C12)[Zr+3] indenyl-zirconium trichloride